(R)-4-cyclopentyl-3-(1'-(3'-fluoro-[1,1'-biphenyl]-4-yl)-5'H,7'H-spiro[cyclopropane-1,6'-pyrrolo[1,2-c]imidazol]-3'-yl)-N-hydroxybutanamide C1(CCCC1)C[C@H](CC(=O)NO)C1=NC(=C2N1CC1(C2)CC1)C1=CC=C(C=C1)C1=CC(=CC=C1)F